N(=C=O)CC1CC(CCC1)CN=C=O 1,3-Diisocyanatomethylcyclohexan